N1(C=NC=C1)CC(=O)N(C1=CC=C(C=C1)[N+](=O)[O-])C 2-(1H-imidazol-1-yl)-N-methyl-N-(4-nitrophenyl)acetamide